5-cyclopropyl-1-naphthoic acid C1(CC1)C1=C2C=CC=C(C2=CC=C1)C(=O)O